C(C)C(C(=O)O)OC1=NN(C(=C1)C1=CC=C(C=C1)Cl)C1=CC=CC=C1.C(C1=CC=CC=C1)(=O)NC1=C2NC=NC2=NC=N1 6-N-benzoyl-adenine Ethyl-{[5-(4-chlorophenyl)-1-phenyl-1H-pyrazol-3-yl]oxy}acetate